5,6-dihydro-3-methoxy-10-methylbenzo[c]xanthylium COC=1C=CC2=C(CCC=3C=C4C=CC(=CC4=[O+]C23)C)C1